Ammonium 3-(hexadec-15-yn-1-ylthio)propyl (R)-(((1-(6-amino-9H-purin-9-yl)propan-2-yl)oxy) methyl) phosphonate P(OCCCSCCCCCCCCCCCCCCC#C)(OCO[C@@H](CN1C2=NC=NC(=C2N=C1)N)C)=O.[NH4+]